S(=O)(=O)(C1=CC=C(C)C=C1)OC[C@@H]1N(CCC1)C(=O)OC(C)(C)C (R)-tert-butyl 2-((tosyloxy)methyl)pyrrolidine-1-carboxylate